3-amino-4-(5-fluoro-1H-indazol-4-yl)-6-methyl-1H-1,7-phenanthrolin-2-one NC=1C(NC2=C3C=CC=NC3=C(C=C2C1C1=C2C=NNC2=CC=C1F)C)=O